ClC1=C(C(=CC=C1)Cl)C1=C(C2=C(N=C(N=C2)S(=O)(=O)C)N(C1=O)C)C#C[Si](C(C)C)(C(C)C)C(C)C 6-(2,6-dichlorophenyl)-2-methanesulfonyl-8-methyl-5-[2-(triisopropylsilyl)ethynyl]pyrido[2,3-d]pyrimidin-7-one